4-(4-chloro-3-(3-methylimidazo[1,2-a]pyridin-2-yl)phenyl)piperazine-1-carbonyl chloride ClC1=C(C=C(C=C1)N1CCN(CC1)C(=O)Cl)C=1N=C2N(C=CC=C2)C1C